FC=1C=C(C=CC1)C1=CN(C2=NC=C(C=C21)B2OC(C(O2)(C)C)(C)C)S(=O)(=O)C2=CC=C(C)C=C2 3-(3-fluorophenyl)-5-(4,4,5,5-tetramethyl-1,3,2-dioxaborolan-2-yl)-1-tosyl-1H-pyrrolo[2,3-b]pyridine